C(C)(C)(C)OC(C[N+](CCCNC)(CCCNC)CCCC(=O)O)=O (2-tert-butoxy-2-oxo-ethyl)-(3-carboxypropyl)-bis[3-(methylamino)propyl]ammonium